C(C)NC(=O)NC1=NC=CC(=C1)CN1CCN(CC1)C=1C(=NC(=CC1)C=1NC=CN1)F 1-ethyl-3-(4-((4-(2-fluoro-6-(1H-imidazol-2-yl)pyridin-3-yl)piperazin-1-yl)methyl)pyridin-2-yl)urea